N-(3-(8-((2S,5R)-5-((dimethylamino)methyl)pyrrolidin-2-yl)-3-(2,2,2-trifluoroethyl)imidazo[1,2-a]pyridin-2-yl)prop-2-yn-1-yl)-2-methoxy-4-(methylsulfonyl)aniline CN(C)C[C@H]1CC[C@H](N1)C=1C=2N(C=CC1)C(=C(N2)C#CCNC2=C(C=C(C=C2)S(=O)(=O)C)OC)CC(F)(F)F